(R)-6-((4,4-Difluorocyclohexyl)amino)hexan FC1(CCC(CC1)NCCCCCC)F